6-Methyl-N-(1-(naphthalen-1-yl)cyclopropyl)-1,2,3,4-tetrahydroquinoline-7-carboxamide CC=1C=C2CCCNC2=CC1C(=O)NC1(CC1)C1=CC=CC2=CC=CC=C12